2-(7-bromoquinoxalin-2-yl)hydrazine BrC1=CC=C2N=CC(=NC2=C1)NN